C(C)OC(=O)N1CN=C2C=CC=CC2=C1 quinazoline-3-Carboxylic acid ethyl ester